FC(C=1C=2N(C=CC1)N=C(C2)[C@@H]2N(CCC1=C2N=CN1)C1=NC=C(C=N1)C(F)(F)F)(F)F (R)-4-(4-(trifluoromethyl)pyrazolo[1,5-a]pyridin-2-yl)-5-(5-(trifluoromethyl)pyrimidin-2-yl)-4,5,6,7-tetrahydro-1H-imidazo[4,5-c]pyridine